N1C=C(C2=CC=CC=C12)C=1NC(=C(N1)C(=O)C1=CC(=C(C(=C1)OC([2H])([2H])[2H])OC([2H])([2H])[2H])OC([2H])([2H])[2H])[2H] (2-(1H-indol-3-yl)-1H-imidazol-4-yl-5-d)(3,4,5-tri(methoxy-d3)phenyl)ketone